FC(OC1=CC=C(C=N1)[C@H](CC(=O)OC(C)(C)C)N(C(=O)NCCCC1=NC=2NCCCC2C=C1)CC(OC)OC)F (S)-tert-butyl 3-(6-(difluoromethoxy) pyridin-3-yl)-3-(1-(2,2-dimethoxyethyl)-3-(3-(5,6,7,8-tetrahydro-1,8-naphthyridin-2-yl)propyl)ureido)propanoate